BrC1=C(SC(=C1)Br)CO (3,5-dibromothiophene-2-yl)methanol